C(#N)C=1C=CC(=C2N=CC=NC12)N1C[C@@H](C[C@@H](C1)C)NC(CN(C)C)=O N-((3R,5S)-1-(8-cyanoquinoxalin-5-yl)-5-methylpiperidin-3-yl)-2-(dimethylamino)acetamide